methyl (S)-1-(4-(1-(2,6-dichlorophenyl)azetidin-3-yl)benzyl)pyrrolidine-3-carboxylate ClC1=C(C(=CC=C1)Cl)N1CC(C1)C1=CC=C(CN2C[C@H](CC2)C(=O)OC)C=C1